3-hydroxy-2-(2,2,2-trifluoroethan-1-one-1-yl)-1H-pyrido[3,2,1-kl]phenothiazine OC1=C(CN2C3=C1C=CC=C3SC=3C=CC=CC23)C(C(F)(F)F)=O